BrC=1C=CC2=C(N=C(O2)C2CCN(CC2)C)C1C 5-bromo-4-methyl-2-(1-methylpiperidin-4-yl)benzo[d]oxazole